CC=1C=CC2=C(OCCO2)C1 7-methyl-2,3-dihydro-1,4-benzodioxin